tert-Butyl chloromethyl benzene-1,4-dicarboxylate C1(=CC=C(C=C1)C(=O)OCCl)C(=O)OC(C)(C)C